bromo-1-(7-(4-(trifluoromethyl)phenoxy)-3,4-dihydroisoquinolin-2(1H)-yl)but-2-en-1-one BrC(C(=O)N1CC2=CC(=CC=C2CC1)OC1=CC=C(C=C1)C(F)(F)F)=CC